10-methoxy-2-oxo-6,7-dihydro-2H-pyrido[2,1-a]isoquinoline-3-carboxylic acid COC1=CC=C2CCN3C(C2=C1)=CC(C(=C3)C(=O)O)=O